1-(4-(4-AMINO-1-(2-HYDROXY-2-METHYLPROPYL)-1H-PYRAZOLO[3,4-D]PYRIMIDIN-3-YL)-2-FLUOROPHENYL)-3-(3-(1-(TRIFLUOROMETHYL)CYCLOPROPYL)ISOXAZOL-5-YL)UREA NC1=C2C(=NC=N1)N(N=C2C2=CC(=C(C=C2)NC(=O)NC2=CC(=NO2)C2(CC2)C(F)(F)F)F)CC(C)(C)O